5-bromo-3-(methoxymethyl)-1H-pyrido[1,2-c]pyrimidin-1-one BrC1=CC=CN2C(N=C(C=C21)COC)=O